C(C)(C)(C)C1=CC=C([O-])C=C1 4-tert-butylphenoxide